BrC1=NN(C2=NC=NC(=C21)N)C2CCN(CC2)S(=O)(=O)C 3-Bromo-1-(1-(methylsulfonyl)piperidin-4-yl)-1H-pyrazolo[3,4-d]pyrimidin-4-amine